[OH-].[OH-].[Ho+2] holmium dihydroxide